NC1(CCN(CC1)C1=NC=C(C=2N1C=CN2)SC2=C(C(=NC=C2)N)Cl)C 4-{[5-(4-amino-4-methylpiperidin-1-yl)imidazo[1,2-c]pyrimidin-8-yl]sulfanyl}-3-chloropyridin-2-amine